(2R)-4-tert-butoxycarbonyl-1-(2,2,2-trifluoroacetyl)piperazine-2-carboxylic acid C(C)(C)(C)OC(=O)N1C[C@@H](N(CC1)C(C(F)(F)F)=O)C(=O)O